OC1=CC=C(C=C1)C(=C(CC)C1=CC=CC=C1)C1=CC=C(C=C1)N1CCN(CC1)CC1=C(C=CC=C1)C1C(NC(CC1)=O)=O 3-(2-((4-(4-(1-(4-hydroxyphenyl)-2-phenylbut-1-en-1-yl)phenyl)piperazin-1-yl)methyl)phenyl)piperidine-2,6-dione